bis[1,3-dimethyl-3-(t-amyl peroxy) butyl] carbonate C(OC(CC(C)(OOC(C)(C)CC)C)C)(OC(CC(C)(OOC(C)(C)CC)C)C)=O